methylphenyl-[(trimethylsiloxy)dimethyl-siloxy]silane C[SiH](O[Si](C)(C)O[Si](C)(C)C)C1=CC=CC=C1